(3S)-7-bromo-6-chloro-5-(2,6-difluorophenyl)-3-ethyl-1,3-dihydro-1,4-benzodiazepine BrC=1C=CC2=C(C(=N[C@H](CN2)CC)C2=C(C=CC=C2F)F)C1Cl